(S)-3-hydroxy-1-methyl-3-(3-(4,4,5,5-tetramethyl-1,3,2-dioxaborolan-2-yl)phenyl)piperidin-2-one O[C@]1(C(N(CCC1)C)=O)C1=CC(=CC=C1)B1OC(C(O1)(C)C)(C)C